Decane-6-carboxamide CCCCCC(CCCC)C(=O)N